hydroxyl-guanidine phosphite P(O)(O)O.ONC(=N)N